thienocyclooctadecane-5-one S1C=CC2=C1CCCCCCCCCCCCCCC(C2)=O